N-((2-fluoro-5-methoxybenzyl)oxy)-6-(4-(methylsulfinyl)phenyl)pyrazine-2-carboxamide FC1=C(CONC(=O)C2=NC(=CN=C2)C2=CC=C(C=C2)S(=O)C)C=C(C=C1)OC